C(=O)(OC(C)(C)C)N1CC(C1)C[B-](F)(F)F.[K+] potassium (1-Boc-azetidin-3-yl)methyltrifluoroborate